7-methyl-2-((4-methyl-6-(thiophen-2-yl)pyridin-3-yl)amino)-9-(2-morpholinoethyl)-7,9-Dihydro-8H-purin-8-one CN1C(N(C2=NC(=NC=C12)NC=1C=NC(=CC1C)C=1SC=CC1)CCN1CCOCC1)=O